C(C)(=O)N1CC(C1)OC(CN1C(N(C(C2=C1SC=C2C)=O)C(C(=O)[O-])(C)C)=O)C2=C(C=CC=C2)OC 2-(1-(2-((1-Acetylazetidin-3-yl) oxy)-2-(2-methoxyphenyl) ethyl)-5-methyl-2,4-dioxo-1,4-dihydrothieno[2,3-d]pyrimidin-3(2H)-yl)-2-methylpropionate